O=C1NC(CCC1NC1=CC(=C(C=C1)C1CCN(CC1)C1CCN(CC1)C(=O)O[C@@H]1CC[C@H](CC1)NC1=NC=C(C(=N1)C1=CC(=CC=C1)N1C(C=CC=C1)=O)F)F)=O trans-4-((5-fluoro-4-(3-(2-oxopyridin-1(2H)-yl)phenyl)pyrimidin-2-yl)amino)cyclohexyl 4-(4-((2,6-dioxopiperidin-3-yl)amino)-2-fluorophenyl)-[1,4'-bipiperidine]-1'-carboxylate